1-(hydroxyethyl)-2-methylpropylene OCCC=C(C)C